C(C)(C)(C)OC(=O)N([C@@H](CC(=O)OC)C1=CC=CC=C1)CCC(=O)OC Methyl (S)-3-((tert-butoxycarbonyl)(3-methoxy-3-oxopropyl)amino)-3-phenylpropanoate